C(CC)(=O)OC=1CC(C=CC1)(C#N)C#N (3,3'-bis-cyanophenyl) propionate